3-(naphthalen-2-yl)-3-(quinoxalin-6-yl)prop-2-en-1-one C1=C(C=CC2=CC=CC=C12)C(=CC=O)C=1C=C2N=CC=NC2=CC1